5-hydroxy-3-isopropylpyridin-2(1H)-one OC=1C=C(C(NC1)=O)C(C)C